ClC=1C(=C(C(=CC1)OC)S(=O)N)OC 3-Chloro-2,6-dimethoxybenzenesulfinamide